(tert-butoxycarbonyl)-2-methylpyrrolidin-2-carboxylic acid C(C)(C)(C)OC(=O)N1C(CCC1)(C(=O)O)C